OC=1C=CC=C2C=CC(=CC12)C=1SC=C(N1)CC(=O)OCC Ethyl 2-(2-(8-Hydroxynaphthalen-2-yl)Thiazol-4-yl)Acetate